C(C1=CC=CC=C1)OC(=O)N[C@H]1CN(C[C@H]([C@@H]1F)OC)C(=O)OC(C)(C)C |o1:11,15,16| tert-butyl rel-(3S,4R,5R)-3-(benzyloxycarbonylamino)-4-fluoro-5-methoxy-piperidine-1-carboxylate